(S)-1-{[2-(difluoromethyl)-6-(5-methyl-1H-pyrrolo[2,3-b]pyridin-3-yl)pyridin-3-yl]oxy}-2,4-dimethyl-2-pentanamine FC(C1=NC(=CC=C1OC[C@](CC(C)C)(N)C)C1=CNC2=NC=C(C=C21)C)F